CO[C@@]1([C@@H]2N(C1=O)C(=C(CS2)COC(=O)N)C(=O)O)NC(=O)CCC[C@H](C(=O)O)N The molecule is one of three naturally occurring cephamycin antibiotics, differing from the A and B forms in its carbamoyloxymethyl substituent at C-3.